CC1CP[C@H]2[C@H](CC[C@@H]1C2)C (1R,5R,8S)-4,8-dimethyl-2-phosphabicyclo[3.3.1]nonane